4,6-dichloro-5-fluoro-1H-pyrrolo[2,3-b]pyridine ClC1=C2C(=NC(=C1F)Cl)NC=C2